CN1CCN(CC1)C1=CC=CC(=N1)C1=CN=C2N1C=C(N=C2)C(=O)N 3-(6-(4-methylpiperazin-1-yl)pyridin-2-yl)imidazo[1,2-a]pyrazine-6-carboxamide